FC1=C(C=CC(=C1)NC(C(=C)C)=O)C=1C(=C(NC1C)C(=O)N)C1C(C(=C(C=C1)C1=NC=CC(=N1)C)F)=O 4-(2-fluoro-4-(2-methylpropan-2-enamido)phenyl)-3-(3-fluoro-4-(4-methylpyrimidin-2-yl)oxo-phenyl)-5-methyl-1H-pyrrole-2-carboxamide